C(C)(C)(C)OC(=O)N1C[C@H](CC1)OC(=O)N1[C@H](C2=CC=CC=C2CC1)C1=CC=C(C=C1)F (1S)-((S)-1-(tert-butoxycarbonyl)pyrrolidin-3-yl)-1-(4-fluorophenyl)-3,4-dihydroisoquinoline-2(1H)-carboxylate